methyl 4-(2,6-dimethylphenyl)-6-(trifluoromethyl)pyridine-2-carboxylate CC1=C(C(=CC=C1)C)C1=CC(=NC(=C1)C(F)(F)F)C(=O)OC